C(#N)C1=C(SC2=C1CN(CC2)CC2=CC(=CC=C2)F)NC(CC2=CC=C(C=C2)S(N)(=O)=O)=O N-(3-Cyano-5-(3-fluorobenzyl)-4,5,6,7-tetrahydrothieno[3,2-c]pyridin-2-yl)-2-(4-sulfamoylphenyl)acetamid